(S)-(3-(1-amino-1,3-dihydrospiro[inden-2,4'-piperidin]-1'-yl)-6-((2,3-dichlorophenyl)thio)-5-methylpyrazin-2-yl)methanol tert-butyl-6-bromo-1H-benzo[d]imidazole-1-carboxylate C(C)(C)(C)C1=NC2=C(N1C(=O)OCC1=NC(=C(N=C1N1CCC3(CC1)[C@@H](C1=CC=CC=C1C3)N)C)SC3=C(C(=CC=C3)Cl)Cl)C=C(C=C2)Br